CC1CC(CCCCCCCCCCCC1)=O 3-methylcyclopentadecanone